CC1=NN2C(CNCC2)=N1 2-methyl-5,6,7,8-tetrahydro-[1,2,4]Triazolo[1,5-a]Pyrazine